FC(C(F)F)(OC1=CC=C(N)C=C1)F 4-(1,1,2,2-tetrafluoroethoxy)aniline